(pyrazolo[1,5-a]pyrimidin-2-yl)methanone N1=C(C=C2N1C=CC=N2)C=O